ethyl 1-methyl carbonate C(OCC)(OC)=O